N1(CC=CC=C1)C1=CC=C(C[C@H](NC)C(=O)O)C=C1 4-(1-pyridinyl)-N-methyl-L-phenylalanine